FC(C(=O)O)(F)F.NC1=CC(=NC=N1)OC1=C(C=C(C=C1)N1C(N(CC1=O)C1=CC(=CC=C1)C(F)F)=O)C(C)C 3-{4-[(6-amino-4-pyrimidinyl)oxy]-3-isopropylphenyl}-1-[3-(difluoromethyl)phenyl]-2,4-imidazolidinedione trifluoroacetate